Methyl 4-amino-3-((pyridin-3-ylmethyl)amino)benzoate NC1=C(C=C(C(=O)OC)C=C1)NCC=1C=NC=CC1